C(CCC(=O)O)(=O)O.C(C)NCC(C)CCC[C@@H](C)[C@H]1CC[C@H]2[C@@H]3CC=C4C[C@@H](O)CC[C@]4(C)[C@H]3CC[C@]12C.C(C)NCC(C)CCC[C@@H](C)[C@H]1CC[C@H]2[C@@H]3CC=C4C[C@@H](O)CC[C@]4(C)[C@H]3CC[C@]12C N-ethylamino-cholesterol hemisuccinate